C1=CC(=C(C(=C1C#N)C#N)F)F difluorophthalonitrile